C(C)OC(=O)C1C=NC=C(C1)C(=O)OC(C)(C)C pyridine-3,5(4H)-dicarboxylic acid 5-tert-butyl 3-ethyl ester